C(C)(C)(C)OC(=O)N[C@@H](CC(=O)O)C(=O)OC (S)-3-((tert-Butoxycarbonyl)amino)-4-methoxy-4-oxobutanoic acid